2-(5,7-dichloro-3-((3-hydroxybenzyl)amino)benzisothiazole-6-carboxamido)-3-(3-(methylsulfonyl)phenyl)propanoic acid ClC=1C(=C(C2=C(C(=NS2)NCC2=CC(=CC=C2)O)C1)Cl)C(=O)NC(C(=O)O)CC1=CC(=CC=C1)S(=O)(=O)C